FC(OC1=CC=C(C=C1)C1=CN=C(O1)N)F 5-(4-(difluoromethoxy)phenyl)oxazol-2-amine